5-[4-(7,7-difluoro-5-azaspiro[2.4]hept-5-yl)pyrazolo[3,4-d]pyrimidin-2-yl]-1H-pyrimidine-2,4-dione FC1(CN(CC12CC2)C=2C=1C(N=CN2)=NN(C1)C=1C(NC(NC1)=O)=O)F